1-(benzo[d][1,3]dioxol-5-yl)-6-((fluorosulfonyl)oxy)-2,3,4,9-tetrahydro-1H-pyrido[3,4-b]indole-3-carboxylic acid methyl ester COC(=O)C1CC2=C(NC3=CC=C(C=C23)OS(=O)(=O)F)C(N1)C1=CC2=C(OCO2)C=C1